9-(4-(9-(4-(diphenylphosphoryl)phenyl)-9H-fluoren-9-yl)phenyl)-9H-carbazole C1(=CC=CC=C1)P(=O)(C1=CC=CC=C1)C1=CC=C(C=C1)C1(C2=CC=CC=C2C=2C=CC=CC12)C1=CC=C(C=C1)N1C2=CC=CC=C2C=2C=CC=CC12